methyl 6-(N-(4-ethyl-2-(3-hydroxypentyl) phenyl) sulfamoyl)-3-((tetrahydro-2H-pyran-4-yl) methoxy)-2-pyridinecarboxylate C(C)C1=CC(=C(C=C1)NS(=O)(=O)C1=CC=C(C(=N1)C(=O)OC)OCC1CCOCC1)CCC(CC)O